FC1=CC2=C(N=C3N2C(C(C=2C=CC=CC32)(C[Si](CC)(CC)CC)C)=O)C=C1F 9,10-difluoro-5-methyl-5-((triethylsilyl)methyl)benzo[4,5]imidazo[2,1-a]isoquinolin-6(5H)-one